NC1=NC(=NC=C1)C1=NC(=NC(=N1)NC(C)(C)C)NC1=CC(=CC(=C1)F)F (4-amino-pyrimidin-2-yl)-N-tert-butyl-N'-(3,5-difluoro-phenyl)-[1,3,5]triazine-2,4-diamine